C(C)(C)(C)NC=CC(=O)N 3-tertiary butylaminoacrylamide